OCC1CCC(CC1)C(=O)NC (1r,4r)-4-(Hydroxymethyl)-N-methylcyclohexane-1-carboxamide